tert-butyl 4-((6-bromo-3-fluoro-2-(methoxycarbonyl)phenoxy)methyl)-3,6-dihydropyridine-1(2H)-carboxylate BrC1=CC=C(C(=C1OCC=1CCN(CC1)C(=O)OC(C)(C)C)C(=O)OC)F